Sodium t-Butoxide CC(C)(C)[O-].[Na+]